CC1=C(OCC=2C(=C(C(=O)O)C=CC2)F)C=CC(=C1)C(F)(F)F ((2-methyl-4-(trifluoromethyl)phenoxy)methyl)-2-fluorobenzoic acid